sodium 4-chloro-2-methyl-2H-indazole ClC=1C2=CN(N=C2C=CC1)C.[Na]